OC1CCC2(C(=C(CC12)CCCC(=O)O)C1=CC=CC=C1)C(=C)C1=CC=CC=C1 4-(6-exo-hydroxy-3-phenyl-3a-(1-phenylvinyl)-1,3a,4,5,6,6a-hexahydropentalen-2-yl)butanoic acid